ClC=1C=C(C=CC1C(=O)N1CCN(CC1)C(=O)[C@H]1NC[C@@H](C1)O)NC(=O)C=1N(C(=CN1)C1=C(C(=C(C=C1)OCF)F)F)C N-[3-chloro-4-[4-[(2s,4r)-4-hydroxypyrrolidine-2-carbonyl]piperazine-1-carbonyl]phenyl]-5-[2,3-difluoro-4-(fluoromethoxy)phenyl]-1-methyl-imidazole-2-carboxamide